2-(5-fluoro-2-(4-(piperidin-1-yl)-3-(1-(2,2,2-trifluoroethyl)-1H-pyrazolo[3,4-b]pyridine-3-carboxamido)benzamido)phenyl)acetic acid FC=1C=CC(=C(C1)CC(=O)O)NC(C1=CC(=C(C=C1)N1CCCCC1)NC(=O)C1=NN(C2=NC=CC=C21)CC(F)(F)F)=O